2,6-diamino-5-(phenyldiazenyl)pyridin-3-ol hydrochloride Cl.NC1=NC(=C(C=C1O)N=NC1=CC=CC=C1)N